C(C1=CC=CC=C1)OC(=O)N[C@@H](C(=O)OCC1=CC=CC=C1)CNC(C1=CC(=CC(=C1)C=1C(=NC=CC1C)C(F)(F)F)F)=O (R)-benzyl 2-(((benzyloxy)carbonyl)amino)-3-(3-fluoro-5-(4-methyl-2-(trifluoromethyl)pyridin-3-yl)benzamido)propanoate